(2-methoxy-5-(methoxycarbonyl)pyridin-3-yl)boronic acid COC1=NC=C(C=C1B(O)O)C(=O)OC